2-[[6-[5-(trifluoromethyl)-1,2,4-oxadiazol-3-yl]-3-pyridyl]methyl]-1,2,4-triazole-3-carbonitrile FC(C1=NC(=NO1)C1=CC=C(C=N1)CN1N=CN=C1C#N)(F)F